(Z)-(4-(1-(4-(4-(2-(1-(2-(2,6-dioxopiperidin-3-yl)-1,3-dioxoisoindolin-5-yl)piperidin-4-yl)ethyl)piperazin-1-yl)phenyl)-2-phenylbut-1-en-1-yl)phenyl)boronic acid O=C1NC(CCC1N1C(C2=CC=C(C=C2C1=O)N1CCC(CC1)CCN1CCN(CC1)C1=CC=C(C=C1)\C(=C(\CC)/C1=CC=CC=C1)\C1=CC=C(C=C1)B(O)O)=O)=O